FC(C1=CC(=C(C=C1)C1=C2C(=C(N=N1)N[C@H]1CN(CCC1)C)C=NC=C2)OC)F 1-[4-(difluoromethyl)-2-methoxyphenyl]-N-[(3R)-1-methylpiperidin-3-yl]pyrido[3,4-d]pyridazin-4-amine